O=C1[C@@H]2N(CCN1CC1=C([C@@H](N=C(N1)C=1SC=CN1)C1=C(C=C(C=C1)F)Cl)C(=O)OC)COC2 Methyl (4R)-6-[[(8aR)-8-oxo-5,6,8,8a-tetrahydro-1H-oxazolo[3,4-a]pyrazin-7-yl]methyl]-4-(2-chloro-4-fluoro-phenyl)-2-thiazol-2-yl-1,4-dihydropyrimidine-5-carboxylate